p-methoxyphenylthiophenic acid COC1=CC=C(C=C1)C1=C(SC=C1)C(=O)O